4-(9,9'-diphenylfluoren-4-yl)biphenyl C1(=CC=CC=C1)C1(C2=CC=CC=C2C=2C(=CC=CC12)C1=CC=C(C=C1)C1=CC=CC=C1)C1=CC=CC=C1